Cl.ClC=1C=NN2C1C(=CC(=C2)C=2N=NN(C2C)C2CCNCC2)OC(CO)C2=NC=CC=C2 2-[3-Chloro-6-[5-methyl-1-(4-piperidyl)triazol-4-yl]pyrazolo[1,5-a]pyridin-4-yl]oxy-2-(2-pyridyl)ethanol HCl